1,2-dihydro-[1,2,4]triazol-3-one N1NC(N=C1)=O